3',4'-difluoro-biphenyl-2-ylamine FC=1C=C(C=CC1F)C1=C(C=CC=C1)N